2,6-bis[2-(8-methoxy-1,1,7,7-tetramethyl-2,3,6,7-tetrahydro-1H,5H-benzo[ij]quinolizin-9-yl)ethenyl]-4H-pyran-4-ylidene{propanedinitrile} COC1=C(C=C2C(CCN3CCC(C1=C23)(C)C)(C)C)C=CC=2OC(=CC(C2)=C(C#N)C#N)C=CC2=C(C=3C(CCN1CCC(C(C31)=C2)(C)C)(C)C)OC